8-[(2S,5R)-2,5-Dimethyl-4-{1-[5-(trifluoromethyl)pyridin-2-yl]ethyl}piperazin-1-yl]-5-methyl-6-oxo-5,6-dihydro-1,5-naphthyridin-2-carbonitril C[C@@H]1N(C[C@H](N(C1)C(C)C1=NC=C(C=C1)C(F)(F)F)C)C1=CC(N(C=2C=CC(=NC12)C#N)C)=O